NC1=C(SC2=NC(=CC=C21)C)C(=O)N[C@@H]2CC=1C(=NC(=CC1)N1C[C@H]([C@@H](C1)C(F)F)N)OC2 3-amino-N-[(3R)-7-[(3S,4R)-3-amino-4-(difluoromethyl)pyrrolidin-1-yl]-2H,3H,4H-pyrano[2,3-b]pyridin-3-yl]-6-methylthieno[2,3-b]pyridine-2-carboxamide